ClC1=CC(=NC(=C1)C(F)(F)F)C1(CC(=NO1)C1=CC(=C(C(=O)O)C=C1)C)C(F)(F)F 4-(5-(4-chloro-6-(trifluoromethyl)pyridin-2-yl)-5-(trifluoromethyl)-4,5-dihydroisoxazol-3-yl)-2-methylbenzoic acid